3-(2-(2-hydroxyphenyl)-5,6,6a,7,9,10-hexahydro-8H-pyrazino[1',2':4,5]pyrazino[2,3-c]pyridazin-8-yl)propanal OC1=C(C=CC=C1)C=1C=C2C(=NN1)NCC1N2CCN(C1)CCC=O